N-[2-(2-aminoethoxy)ethyl]-5-[[2,4-dichloro-5-(2-pyridyl)benzoyl]amino]-1-phenyl-pyrazole-3-carboxamide hydrochloride Cl.NCCOCCNC(=O)C1=NN(C(=C1)NC(C1=C(C=C(C(=C1)C1=NC=CC=C1)Cl)Cl)=O)C1=CC=CC=C1